CN(CCCOC1=CC=C(C=N1)C1=CC=2C3=C(C=NC2C=C1)N(C(N3C(C)C)=O)C)C 8-[6-[3-(Dimethylamino)propoxy]-3-pyridyl]-1-isopropyl-3-methylimidazo[4,5-c]chinolin-2-on